(2-mercaptoethyl)-1,3,5-triazine-2,4,6(1H,3H,5H)-trione SCCN1C(NC(NC1=O)=O)=O